NC[C@@H](NC(=O)OC(C)(C)C)C(=O)O 3-amino-N-(tert-butoxycarbonyl)-D-alanine